N1-(5,6-dimethyl-1H-benzimidazol-2-ylmethyl)-N1-(5,6,7,8-tetrahydro-quinolin-8-yl)-butane-1,4-diamine CC1=CC2=C(NC(=N2)CN(CCCCN)C2CCCC=3C=CC=NC23)C=C1C